FC=1C=C(C=NC1)C=1SC(=C(N1)C)N 2-(5-fluoropyridin-3-yl)-4-methylthiazol-5-amine